5-(bis(2-((1-(4,4-dimethyl-2,6-dioxocyclohexylidene)-3-methylbutyl)-amino)ethyl)amino)-5-oxopentanoic acid CC1(CC(C(C(C1)=O)=C(CC(C)C)NCCN(C(CCCC(=O)O)=O)CCNC(CC(C)C)=C1C(CC(CC1=O)(C)C)=O)=O)C